Methyl (4-(4-((2-(prop-1-en-2-yl)-1H-imidazol-1-yl)methyl)phenyl)-2-propylthiazol-5-yl)sulfonylcarbamate C=C(C)C=1N(C=CN1)CC1=CC=C(C=C1)C=1N=C(SC1S(=O)(=O)NC(OC)=O)CCC